tert-butyl (3R)-1-(2-(3-cyano-1H-pyrazol-1-yl)-4-(4-fluorophenyl)cyclopentyl)piperidin-3-ylcarbamate C(#N)C1=NN(C=C1)C1C(CC(C1)C1=CC=C(C=C1)F)N1C[C@@H](CCC1)NC(OC(C)(C)C)=O